NC1=NC(=C(C(=C1C#N)C1=CC=C(C=C1)CC1COC1)C#N)S 2-amino-6-mercapto-4-(4-(oxetan-3-ylmethyl)phenyl)pyridine-3,5-dicarbonitrile